{[(E)-[1-(dimethylamino)ethylidene]amino](methylsulfanyl)-methylidene}azanium iodide [I-].CN(\C(\C)=N\C(SC)=[NH2+])C